ClC1=C(C=C2C(=C(NC2=C1)C1=NC(=NN1)C(F)(F)F)C=1C=NNC1)O 6-chloro-3-(1H-pyrazol-4-yl)-2-(3-(trifluoromethyl)-1H-1,2,4-triazol-5-yl)-1H-indol-5-ol